C(C1=CC=CC=C1)N1CC=2C(N(C=3N(C2CC1)C=CC3)CC3=CC=C(C=C3)C(F)(F)F)=O 3-benzyl-6-(4-trifluoromethylbenzyl)-1,2,3,4-tetrahydropyrido[3,4-e]pyrrolo[1,2-a]pyrimidin-5(6H)-one